NCC=1C=C(C(=NC1)NC(=O)C1=CC2=C(OCCC3=C2SC=C3)C=C1C=1C(=NC(=CC1)C(NCCC)=O)C(=O)OC)Cl methyl 3-(9-((5-(aminomethyl)-3-chloropyridin-2-yl)carbamoyl)-4,5-dihydrobenzo[b]thieno[2,3-d]oxepin-8-yl)-6-(propylcarbamoyl)picolinate